4,7-DIFLUORO-2-(3-METHYLPHENYL)-1H-INDOLE-3-CARBOXALDEHYDE FC1=C2C(=C(NC2=C(C=C1)F)C1=CC(=CC=C1)C)C=O